4-(4-((5-chloro-4-((2-(isopropylsulfonyl)phenyl)amino)pyrimidin-2-yl)amino)-5-isopropoxy-2-methylphenyl)-[1,4'-bipiperidin] ClC=1C(=NC(=NC1)NC1=CC(=C(C=C1OC(C)C)C1CCN(CC1)C1CCNCC1)C)NC1=C(C=CC=C1)S(=O)(=O)C(C)C